(((bis(benzyloxy)phosphoryl)oxy)methyl)benzoic acid C(C1=CC=CC=C1)OP(=O)(OCC1=CC=CC=C1)OCC1=C(C(=O)O)C=CC=C1